3-bromo-N-(4-fluorophenyl)-N-(2-methoxyethyl)imidazo[1,2-a]pyridine-6-carboxamide BrC1=CN=C2N1C=C(C=C2)C(=O)N(CCOC)C2=CC=C(C=C2)F